(2,2,4-Trimethyl)Hexane CC(C)(CC(CC)C)C